4-((2,3,6-trifluorobenzyl)amino)-2-((1-methyl-1H-pyrazol-4-yl)amino)pyrimidin-5-carboxamide FC1=C(CNC2=NC(=NC=C2C(=O)N)NC=2C=NN(C2)C)C(=CC=C1F)F